isopropyl (trans-4-(5-(4-(2-aminoethoxy)-2-(N-(tert-butyl) sulfamoyl)phenyl)thiazol-2-yl)cyclohexyl)carbamate NCCOC1=CC(=C(C=C1)C1=CN=C(S1)[C@@H]1CC[C@H](CC1)NC(OC(C)C)=O)S(NC(C)(C)C)(=O)=O